C(C1=CC=CC=C1)OC(=O)C1=CC=C(O)C=C1 benzylParaben